6-cyclopropyl-2-(4-((2,3-dihydrobenzo[b][1,4]dioxin-6-yl-2,2,3,3-d4)oxy)piperidin-1-yl)-3-methyl-6,7-dihydro-5H-pyrrolo[3,4-b]pyridin-5-one C1(CC1)N1CC2=NC(=C(C=C2C1=O)C)N1CCC(CC1)OC1=CC2=C(OC(C(O2)([2H])[2H])([2H])[2H])C=C1